(3,4-Dimethoxyphenylethyl)-3-methoxy-[1,1'-biphenyl] COC=1C=C(C=CC1OC)CCC1=C(C=CC=C1OC)C1=CC=CC=C1